dimethylxylene diisocyanate [N-]=C=O.[N-]=C=O.CC=1C(=C(C(=CC1)C)C)C